NC1=NC=CC(=C1Cl)OC1=C(C=C(C=C1)NC(=O)C=1C(N(C=CC1OCC)C1=CC=C(C=C1)F)=O)F N-[4-[(2-amino-3-chloro-4-pyridyl)oxy]-3-fluorophenyl]-4-ethoxy-1-(4-fluorophenyl)-1,2-dihydro-2-oxo-3-pyridinecarboxamide